(2-fluoro-4-{[2-fluoro-4-(5-pentylthieno[3,2-b]thiophen-2-yl)phenyl]ethynyl}-6-methylphenyl)azetidinone FC1=C(C(=CC(=C1)C#CC1=C(C=C(C=C1)C1=CC2=C(S1)C=C(S2)CCCCC)F)C)N2C(CC2)=O